C(CCCCCC)(=O)OC(CCCCCCC)OC(CCCCCC)=O octanediol diheptanoate